BrC1=CC=CC=2C(COC21)NC(C=C)=O N-(7-bromo-2,3-dihydrobenzofuran-3-yl)acrylamide